4-(dibutylaminomethyldiethoxysilyl)styrene C(CCC)N(CCCC)C[Si](C1=CC=C(C=C)C=C1)(OCC)OCC